1-(tetrahydro-2H-pyran-2-yl)-1H-pyrazol-4-amine O1C(CCCC1)N1N=CC(=C1)N